3-{[(5S)-3-methyl-2-oxo-1,3-oxazolidin-5-yl]methoxy}-5-(5-methyl-1,3-thiazol-2-yl)-N-{(1R)-1-[2-(trifluoromethyl)pyrimidin-5-yl]ethyl}benzamide CN1C(O[C@@H](C1)COC=1C=C(C(=O)N[C@H](C)C=2C=NC(=NC2)C(F)(F)F)C=C(C1)C=1SC(=CN1)C)=O